C1(=CC=CC=C1)C=1C(=C(C=CC1NC=1C=C(C=CC1)C)C1=CC=C(C=C1)NC=1C=C(C=CC1)C)C1=CC=CC=C1 diphenyl-N,N'-bis(3-tolyl)-1,1'-biphenyl-4,4'-diamine